(1,2-difluoroethyl)-3-fluorobenzaldehyde FC(CF)C1=C(C=O)C=CC=C1F